C[C@]12CC[C@@H]([C@@H]1CC[C@@]3([C@@H]2CC[C@H]4[C@]3(CC[C@@H]5[C@@]4(CCCC5(C)C)C)C)C)C(C)(C)O The molecule is a hopanoid that is hopane substituted by a hydroxy group at position 22. It has a role as a plant metabolite. It is a hopanoid, a pentacyclic triterpenoid and a tertiary alcohol.